5-methyl-N-[4-[(7-morpholino-[1,2,4]triazolo[1,5-c]pyrimidin-5-yl)oxy]cyclohexyl]pyridin-2-amine CC=1C=CC(=NC1)NC1CCC(CC1)OC1=NC(=CC=2N1N=CN2)N2CCOCC2